ClC=1C(=NC(=NC1)NC1=C(C=C(C=C1)CN1CCOCC1)OC)NC1=C(C=CC=C1)P(=O)(C)C (4-((5-Chloro-4-((2-(dimethylphosphoryl)phenyl)amino)pyrimidin-2-yl)amino)-3-methoxyphenyl)(morpholino)methan